OCC=1N=NN(C1)C1=CC(=C(C(=N1)C)C#N)OC 6-(4-(hydroxymethyl)-1H-1,2,3-triazol-1-yl)-4-methoxy-2-methylpyridine-3-carbonitrile